N1=C2C(=CC=C1)COC21COCC1 4,5-Dihydro-2H,5'H-spiro[furan-3,7'-furo[3,4-b]pyridine]